C(C=C)[C@H]1N(CCOC1)C1=C(C=C(C(=N1)C(=O)NNC(C(CCC=C)(C(F)(F)F)OCC1=CC=CC=C1)=O)[N+](=O)[O-])C(F)(F)F 6-[(3R)-3-allylmorpholin-4-yl]-N'-[2-benzyloxy-2-(trifluoromethyl)hex-5-enoyl]-3-nitro-5-(trifluoromethyl)pyridine-2-carbohydrazide